dicinnamylidene-1,6-hexanediamine C1=CC=C(C=C1)/C=C/C=C(/CCCCN)\C(=C/C=C/C2=CC=CC=C2)\N